2-[4-(2-methyl-7-morpholino-quinazolin-5-yl)oxy-cyclohexyl]Isoindoline-1,3-dione CC1=NC2=CC(=CC(=C2C=N1)OC1CCC(CC1)N1C(C2=CC=CC=C2C1=O)=O)N1CCOCC1